C(CCCCC(C)C)OP(O)(=O)CC(=NO)N (2-amino-2-(hydroxyimino)ethyl)phosphonic acid isooctyl hydrogen ester